N-(6-(3-hydroxy-2-methoxypropoxy)-1-((2-(trimethylsilyl)ethoxy)methyl)-1H-pyrrolo[2,3-b]Pyridin-5-yl)-4-methylbenzenesulfonamide OCC(COC1=C(C=C2C(=N1)N(C=C2)COCC[Si](C)(C)C)NS(=O)(=O)C2=CC=C(C=C2)C)OC